NC1=CC=C(C(=C1C=1C=CC(=NC1)C(CCOCC)N1N=CC(=C1)C1=CC=C(C=C1)NC(OC)=O)F)Cl methyl (4-(1-(1-(5-(6-amino-3-chloro-2-fluorophenyl)pyridin-2-yl)-3-ethoxypropyl)-1H-pyrazol-4-yl)phenyl)carbamate